C1(CC1)CN1N=CC(=C1)C(=O)NC (cyclopropylmethyl)-N-methyl-1H-pyrazole-4-carboxamide